C(#N)C1=C(C=CC=C1OC)B(O)O 2-CYANO-3-METHOXYPHENYLBORONIC ACID